CC1(CN(C=2C1=NC=C(C2)CC2=C(C=CC=C2)OCCN2CCNCC2)C(CN2C[C@H](N(C[C@@H]2COC)C(=O)OC(C)(C)C)C)=O)C Tert-butyl (2R,5R)-4-(2-(3,3-dimethyl-6-(2-(2-(piperazin-1-yl)ethoxy)benzyl)-2,3-dihydro-1H-pyrrolo[3,2-b]pyridin-1-yl)-2-oxoethyl)-5-(methoxymethyl)-2-methylpiperazine-1-carboxylate